(5-amino-5-(1-(1-((4-chlorobenzyl)amino)-4-methyl-1-oxopentan-2-yl)-1H-tetrazol-5-yl)pentyl)boronic acid hydrochloride Cl.NC(CCCCB(O)O)C1=NN=NN1C(C(=O)NCC1=CC=C(C=C1)Cl)CC(C)C